triethyleneglycol bis(3-mercaptopropionate) SCCC(=O)OCCOCCOCCOC(CCS)=O